FC1=CC=C(C=C1)N(C(=O)N1CCC(CC1)CC(N(C1=CC=CC=C1)C1=CC=C(C=C1)C)=O)C 1-[(4-fluorophenyl)-methyl-carbamoyl]-4-[2-oxo-2-[N-(p-tolyl)anilino]ethyl]piperidine